ClC1=NC=C(C=C1OC1CC1)F chloro-3-cyclopropyloxy-5-fluoropyridine